C(C)C(C(=O)O)C1=CC=C(C=C1)N.NC1=CC=C(C=C1)CC(=O)OCC Ethyl 2-(4-aminophenyl)acetate {ethyl 2-(4-aminophenyl)acetate}